sodium (R)-2-(4-bromo-2-(1,1-difluoropropyl)phenoxy)-3-fluoropropanoate BrC1=CC(=C(O[C@H](C(=O)[O-])CF)C=C1)C(CC)(F)F.[Na+]